FC(OC1=NNC2=CN=C(C(=C21)C2=CC(=C(C=C2)S(=O)(=O)C)C)C#N)F 3-(difluoromethoxy)-4-(3-methyl-4-methanesulfonyl-phenyl)-1H-pyrazolo[3,4-c]Pyridine-5-carbonitrile